C(C1=CC=CC=C1)N1C(C2=C(C=3C=CC=NC13)CCN(C2)CC2=C(C=CC=C2)OC)=O 6-benzyl-3-(2-methoxybenzyl)-2,3,4,6-tetrahydropyrido[3,4-c][1,8]naphthyridin-5(1H)-one